CC([C@@H](C(=O)N1[C@@H]([C@H]2[C@H]3CC[C@@H]([C@H]2C1)C3)C(=O)N[C@H](C(=O)N)C[C@H]3C(NCC3)=O)NC(C(F)(F)F)=O)(C)C (2S)-2-{[(1S,2S,3S,6R,7R)-4-[(2S)-3,3-dimethyl-2-(2,2,2-trifluoroacetamido)butanoyl]-4-azatricyclo[5.2.1.0^{2,6}]decan-3-yl]formamido}-3-[(3S)-2-oxopyrrolidin-3-yl]propanamide